The molecule is a papulacandin substituted by a (2E,4E)-deca-2,4-dienoyl chain at the O-(6') position and a (2E,4E,7S,8E,10E,14S)-7-hydroxy-8,14-dimethylhexadeca-2,4,8,10-tetraenoyl chain at the O-(3) position. It is a carbohydrate-containing antibiotic from the deuteromycetous fungus Papularia sphaerosperma which shows potent antifungal activity against Candida albicans. It has a role as an antifungal agent and a metabolite. It is a papulacandin, a disaccharide derivative and an organic heterotricyclic compound. It derives from a (2E,4E)-deca-2,4-dienoic acid and an alpha-lactose. CCCCC/C=C/C=C/C(=O)OC[C@@H]1[C@@H]([C@@H]([C@H]([C@@H](O1)O[C@@H]2[C@H](O[C@]3([C@@H]([C@H]2OC(=O)/C=C/C=C/C[C@@H](/C(=C/C=C/CC[C@@H](C)CC)/C)O)O)C4=C(CO3)C=C(C=C4O)O)CO)O)O)O